FC1=CC=C(C=C1)C(C(=O)NC1=NC=CC(=C1)C1=C(C2=NC=CC=C2N1)C1=NC=CC=C1)CCO 2-(4-Fluorophenyl)-4-hydroxy-N-(4-(3-(pyridin-2-yl)-1H-pyrrolo[3,2-b]pyridin-2-yl)pyridin-2-yl)-butanamid